C(#N)C1=C(C=C(C=C1)C=1C(=NC=CN1)C=1C=C(C2=C(N(C=N2)C=2C=CC(=NC2)NC(OC)=O)C1)C)OC methyl N-[5-[6-[3-(4-cyano-3-methoxy-phenyl)pyrazin-2-yl]-4-methyl-benzimidazol-1-yl]-2-pyridyl]carbamate